OC(C(=O)C1=CC=C(C=C1)O)(C)C 2-hydroxy-1-(4-hydroxyphenyl)-2-methyl-1-propanone